COC(CC(=O)OCC)(C)OC ethyl 3,3-dimethoxybutyrate